tert-butyl (1R,3S,5R)-3-((6-bromo-3-methylpyridin-2-yl) carbamoyl)-5-(methyl-d3)-2-azabicyclo[3.1.0]hexane-2-carboxylate BrC1=CC=C(C(=N1)NC(=O)[C@H]1N([C@@H]2C[C@@]2(C1)C([2H])([2H])[2H])C(=O)OC(C)(C)C)C